9-Cyclopropylethynyl-2-(2,3-dihydro-[1,4]dioxino[2,3-b]pyridin-2-ylmethoxy)-6,7-dihydro-pyrimido[6,1-a]isoquinolin-4-one C1(CC1)C#CC=1C=C2CCN3C(C2=CC1)=CC(=NC3=O)OCC3OC=1C(=NC=CC1)OC3